5-(bromomethyl)-2-methylbenzofuran-3-carboxylic acid ethyl ester C(C)OC(=O)C1=C(OC2=C1C=C(C=C2)CBr)C